butyl N,N-dipropan-2-ylphosphoramidoite CC(C)N(P(OCCCC)[O-])C(C)C